[N].[Co] cobalt nitrogen